1,2-benzenedicarboxylic anhydride C=12C(=CC=CC1)C(=O)OC2=O